CN(C1CCC2(CCNCC2)CC1)C=1C2=C(N=CN1)NC=C2 9-(Methyl(7H-pyrrolo[2,3-d]pyrimidin-4-yl)amino)-3-azaspiro[5.5]undecan